methyl 5-(5-((tert-butoxycarbonyl)amino)pyridin-2-yl)-3-methylthiophene-2-carboxylate C(C)(C)(C)OC(=O)NC=1C=CC(=NC1)C1=CC(=C(S1)C(=O)OC)C